C(C)OC(=O)C1(CCC(=NO1)C1=C(C=C(C(=C1)N1C(N(C(N(C1=O)C)=S)C)=O)F)Cl)C 3-(2-chloro-5-(3,5-dimethyl-2,6-dioxo-4-thioxo-1,3,5-triazin-1-yl)-4-fluorophenyl)-6-methyl-5,6-dihydro-4H-1,2-oxazine-6-carboxylic acid ethyl ester